OCC1CCC2=CC=CC=C12 3-(hydroxymethyl)-2,3-dihydro-1H-inden